trans-6-{[(5'S,7a'R)-5'-(2,3-difluorophenyl)-3'-oxotetrahydro-3'H-spiro[cyclobutane-1,2'-pyrrolo[2,1-b][1,3]oxazol]-3-yl]oxy}pyrimidine-4-carbonitrile FC1=C(C=CC=C1F)[C@@H]1CC[C@H]2OC3(C(N21)=O)CC(C3)OC3=CC(=NC=N3)C#N